2-methyl-5-(9-methyl-3-oxa-7,9-diazabicyclo[3.3.1]nonan-7-yl)-N-(1-(7-(thiazol-2-yl)quinolin-5-yl)cyclopropyl)benzamide CC1=C(C(=O)NC2(CC2)C2=C3C=CC=NC3=CC(=C2)C=2SC=CN2)C=C(C=C1)N1CC2COCC(C1)N2C